[(3R)-3-(tert-butoxycarbonylamino)-8-fluoro-1,1,4-trioxo-5-[[4-[5-(trifluoromethyl)-2-pyridyl]phenyl]methyl]-2,3-dihydro-1λ6,5-benzothiazepin-7-yl]boronic acid C(C)(C)(C)OC(=O)N[C@H]1CS(C2=C(N(C1=O)CC1=CC=C(C=C1)C1=NC=C(C=C1)C(F)(F)F)C=C(C(=C2)F)B(O)O)(=O)=O